3-amino-2-methoxybenzonitrile NC=1C(=C(C#N)C=CC1)OC